tert-butyl [trans-4-[[3-[N'-(2-ethyl-5-fluoro-phenyl)carbamimidoyl]-6-[5-(hydroxymethyl)-2-methyl-phenyl]pyrrolo[1,2-b]pyridazin-4-yl]amino]cyclohexyl]carbamate C(C)C1=C(C=C(C=C1)F)N=C(N)C1=C(C=2N(N=C1)C=C(C2)C2=C(C=CC(=C2)CO)C)N[C@@H]2CC[C@H](CC2)NC(OC(C)(C)C)=O